5-(4-(azetidin-3-ylmethyl)piperazin-1-yl-2,2,3,3,5,5,6,6-d8)-2-(2,6-dioxopiperidin-3-yl)isoindoline-1,3-dione N1CC(C1)CN1C(C(N(C(C1([2H])[2H])([2H])[2H])C=1C=C2C(N(C(C2=CC1)=O)C1C(NC(CC1)=O)=O)=O)([2H])[2H])([2H])[2H]